ClC=1N=NC(=CC1[C@H]1[C@@H](C1)CF)Cl 3,6-Dichloro-4-((1R,2R)-2-(fluoromethyl)cyclopropyl)pyridazine